COC=1C=C(C=NC1)OC1=C2CCC(C2=C(C=C1)S(=O)(=O)C(F)(F)F)O 4-[(5-methoxy-3-pyridyl)oxy]-7-(trifluoromethylsulfonyl)indan-1-ol